FC1=CC=C(OCC2N(C3CC(C2C)C3)C(=O)C=3N=C(SC3C3=NC(=CC=C3)C)C)C=C1 3-[(4-fluorophenoxy)methyl]-4-methyl-2-[2-methyl-5-(6-methylpyridin-2-yl)-1,3-thiazole-4-carbonyl]-2-azabicyclo[3.1.1]heptane